N-(3',4'-dimethoxy-2-(2H-tetrazol-5-yl)-[1,1'-biphenyl]-4-yl)-4-methylpiperidine-1-sulfonamide COC=1C=C(C=CC1OC)C1=C(C=C(C=C1)NS(=O)(=O)N1CCC(CC1)C)C=1N=NNN1